(S)-N-(3-(3'-chloro-6-methoxy-5-((((5-oxopyrrolidin-2-yl)methyl)amino)methyl)-[2,4'-bipyridin]-2'-yl)-2-methylphenyl)-5-(((2-hydroxyethyl)amino)methyl)-6-methoxypicolinamide ClC=1C(=NC=CC1C1=NC(=C(C=C1)CNC[C@H]1NC(CC1)=O)OC)C=1C(=C(C=CC1)NC(C1=NC(=C(C=C1)CNCCO)OC)=O)C